CC=1C(=C2C(=NN(C2=CC1C=O)CC1=CC=C(C=C1)OC)\C=C\C1=CC=NC=C1)C dimethyl-(E)-1-(4-methoxybenzyl)-3-(2-(pyridin-4-yl)vinyl)-1H-indazole-6-carbaldehyde